4-(1-acryloyl-1,2,5,6-tetrahydropyridin-3-yl)-3-cyano-5,6-difluoro-2-methyl-1H-indole-7-carboxamide C(C=C)(=O)N1CC(=CCC1)C1=C2C(=C(NC2=C(C(=C1F)F)C(=O)N)C)C#N